1-(5-(3-benzyl-4-oxo-3,4-dihydroquinazolin-6-yl)benzo[d]thiazol-2-yl)-3-butylurea C(C1=CC=CC=C1)N1C=NC2=CC=C(C=C2C1=O)C=1C=CC2=C(N=C(S2)NC(=O)NCCCC)C1